9,9-dinonyloxy-2-benzyloxynonane C(CCCCCCCC)OC(CCCCCCC(C)OCC1=CC=CC=C1)OCCCCCCCCC